FC1=C(C=CC=C1C[C@@H]1N(CC2(CC2)[C@@H]1NS(=O)(=O)C)C(C[C@@H]1OCC1)=O)C1=CC=CC=C1 N-((6S,7S)-6-((2-fluoro-[1,1'-biphenyl]-3-yl)methyl)-5-(2-((R)-oxetan-2-yl)acetyl)-5-azaspiro[2.4]heptan-7-yl)methanesulfonamide